(E)-2-(1-oxo-1,2-dihydro-phthalazin-5-yl)propanal O-(2-oxo-2-(4-(5-(trifluoromethyl)pyridin-2-yl)piperazin-1-yl)ethyl) oxime O=C(CO\N=C\C(C)C1=C2C=NNC(C2=CC=C1)=O)N1CCN(CC1)C1=NC=C(C=C1)C(F)(F)F